5-[1-(2,2-difluoroethyl)-3-(trifluoromethyl)pyrazol-4-yl]-N-[3-ethyl-4-[4-(1-methylpiperidine-4-carbonyl)piperazine-1-carbonyl]phenyl]-1-methylimidazole-2-carboxamide FC(CN1N=C(C(=C1)C1=CN=C(N1C)C(=O)NC1=CC(=C(C=C1)C(=O)N1CCN(CC1)C(=O)C1CCN(CC1)C)CC)C(F)(F)F)F